C1(=CC=CC=C1)N1C=CC2=C1N=CN=C2 7-phenyl-7H-pyrrolo[2,3-d]pyrimidine